ClC=1C(=C(C=CC1)NC=1C(=NN2C1C(NCC2)=O)C2=CC=NC1=CN=C(C=C21)NC(OC(C)(C)C)=O)OC tert-butyl N-(4-{3-[(3-chloro-2-methoxyphenyl)amino]-4-oxo-5H,6H,7H-pyrazolo[1,5-a]pyrazin-2-yl}-1,7-naphthyridin-6-yl)carbamate